O=CCC(CCCCCCCCCCC(=O)OC\C=C/CCCC)CCCCCCCCC (Z)-hept-2-en-1-yl 12-(2-oxoethyl)henicosanoate